titanium(V) chloride [Cl-].[Ti+5].[Cl-].[Cl-].[Cl-].[Cl-]